(4R)-1-acryloyl-4-((7-(8-chloronaphthalen-1-yl)-8-fluoro-2-((hexahydro-1H-pyrrolizin-7a-yl)methoxy)pyrido[4,3-d]pyrimidin-4-yl)(methyl)amino)pyrrolidine-2-carbonitrile C(C=C)(=O)N1C(C[C@H](C1)N(C)C=1C2=C(N=C(N1)OCC13CCCN3CCC1)C(=C(N=C2)C2=CC=CC1=CC=CC(=C21)Cl)F)C#N